ClC=1C=C(C=C2C(=C(C=NC12)C#N)N[C@@H](C1=CC=CC=C1)C1CC1)N[C@H](C=1N=NN(C1)C1(CC1)C(F)(F)F)C=1C(=NC(=CC1)F)C 8-chloro-4-(((R)-cyclopropyl(phenyl)methyl)amino)-6-(((S)-(6-fluoro-2-methylpyridin-3-yl)(1-(1-(trifluoromethyl)cyclopropyl)-1H-1,2,3-triazol-4-yl)methyl)amino)quinoline-3-carbonitrile